C(C)(C)(C)OC(=O)N1CC(C1)(C#N)N(CC1=CC=C(C=C1)OC)CC1=CC=C(C=C1)OC.COC1(COCC1)C1=CC=CC(=N1)N1N=C(C=2C=NC(=CC21)CC(=O)N)C (1-(6-(3-methoxytetrahydrofuran-3-yl)pyridin-2-yl)-3-methyl-1H-pyrazolo[4,3-c]pyridin-6-yl)acetamide tert-butyl-3-(bis(4-methoxybenzyl)amino)-3-cyanoazetidine-1-carboxylate